BrC1=CC=C2C=CC(=C(C2=C1)C1=CC=CC=C1)C1=CC=CC=C1 7-bromo-1,2-diphenylnaphthalene